5-((6-methoxypyridin-3-yl)ethynyl)-4-(trifluoromethyl)pyrimidin-2-amine COC1=CC=C(C=N1)C#CC=1C(=NC(=NC1)N)C(F)(F)F